(S)-4-((4-(3-((2-(1-hydroxyethyl)-1H-imidazol-1-yl)methyl)isoxazol-5-yl)phenyl)ethynyl)benzenesulfonamide O[C@@H](C)C=1N(C=CN1)CC1=NOC(=C1)C1=CC=C(C=C1)C#CC1=CC=C(C=C1)S(=O)(=O)N